tert-Butyl 2-(4-chloro-2-(trifluoromethyl)phenyl)-1,3-dioxohexahydroimidazo[1,5-a]pyrazine-7(1H)-carboxylate ClC1=CC(=C(C=C1)N1C(N2C(CN(CC2)C(=O)OC(C)(C)C)C1=O)=O)C(F)(F)F